FC1(CC(C1)CN)COC (3-Fluoro-3-(methoxymethyl)cyclobutyl)methylamine